ClC=1C(=NC(=NC1)N[C@@H]1C[C@H]2CO[C@@H]([C@H]1O)O2)C2=CC=C1C(C(=C(N(C1=C2)C(C)C)C(=O)N2CCOCC2)C)=O 7-(5-chloro-2-(((1S,3R,4S,5R)-4-hydroxy-6,8-dioxabicyclo[3.2.1]octan-3-yl)amino)pyrimidin-4-yl)-1-isopropyl-3-methyl-2-(morpholine-4-carbonyl)quinolin-4(1H)-one